FC1(CCCCC1)C1=CC=C(C=C1)C1=NC=2N(C=C1)N=C(C2C(=O)N2CC(C2)CF)C2=NC=CN=C2C 5-(4-(1-Fluorocyclohexyl)phenyl)-3-(3-(fluoromethyl)azetidine-1-carbonyl)-2-(3-methylpyrazin-2-yl)pyrazolo[1,5-a]pyrimidin